3-Ethynyl-1-[(3S,5S)-5-(fluoromethyl)pyrrolidin-3-yl]-5-(methylamino)pyrazole-4-carboxamide dihydrochloride Cl.Cl.C(#C)C1=NN(C(=C1C(=O)N)NC)[C@@H]1CN[C@@H](C1)CF